4-(3-(3,3-difluorocyclobutyl)-1,2,4-oxadiazol-5-yl)-4-isopropylpiperidine-1-carboxylic acid FC1(CC(C1)C1=NOC(=N1)C1(CCN(CC1)C(=O)O)C(C)C)F